N-((S)-1-((Z)-3-Cyano-N-(((S)-2-oxopyrrolidin-3-yl)methyl)acrylamido)-5-methyl-2-oxohexan-3-yl)-4-methoxy-1H-indole-2-carboxamide C(#N)\C=C/C(=O)N(C[C@H]1C(NCC1)=O)CC([C@H](CC(C)C)NC(=O)C=1NC2=CC=CC(=C2C1)OC)=O